C(#N)C1(CC1)C1=CC=C(C=C1)CC(=O)OCC ethyl 2-(4-(1-cyanocyclopropyl)phenyl)acetate